(3R,4R)-1-Cyclopropylmethyl-4-{[5-(2,4-difluoro-phenyl)-isoxazole-3-carbonyl]-amino}-piperidine-3-carboxylic acid methyl ester COC(=O)[C@@H]1CN(CC[C@H]1NC(=O)C1=NOC(=C1)C1=C(C=C(C=C1)F)F)CC1CC1